N1N=CC2=C(C=CC=C12)C1=NC=C(C(=O)N[C@@H]2C[C@H](N(C2)C(=O)OC(C)(C)C)CN2N=CC=C2)C=C1 tert-butyl (2S,4R)-4-(6-(1H-indazol-4-yl)nicotinamido)-2-((1H-pyrazol-1-yl)methyl)pyrrolidine-1-carboxylate